C(C)(C)NC(O[C@@H]1CO[C@@H](C1)C1=CC(=NN1)NC1=CC=CC=2S(CCC21)(=O)=O)=O (3S,5S)-5-(3-((1,1-dioxido-2,3-dihydrobenzo[b]thiophen-4-yl)amino)-1H-pyrazol-5-yl)tetrahydrofuran-3-yl isopropylcarbamate